C12N(CCC2C1)C(=O)C=1C=NN2C1CN(CC2)C(=O)OC(C)(C)C tert-butyl 3-2-azabicyclo[3.1.0]hexane-2-carbonyl-4H,5H,6H,7H-pyrazolo[1,5-a]pyrazine-5-carboxylate